ClC1=C(C(=O)N2CCN(CC2)C(=O)C2CCN(CC2)C(=O)OC(C)(C)C)C=CC(=C1)[N+](=O)[O-] tert-Butyl 4-[4-(2-chloro-4-nitro-benzoyl)piperazine-1-carbonyl]piperidine-1-carboxylate